2-cyclopentyl-4-[(1R,2R)-2-hydroxycyclohexoxy]-N-[(E,1S)-1-methyl-3-methylsulfonyl-allyl]pyrimidine-5-carboxamide C1(CCCC1)C1=NC=C(C(=N1)O[C@H]1[C@@H](CCCC1)O)C(=O)N[C@H](\C=C\S(=O)(=O)C)C